2-({4-[2-(4-chloro-2-fluorophenyl)-2-methyl-1,3-benzodioxol-4-yl]piperidin-1-yl}methyl)-1-[2-(dimethylamino)-2-oxoethyl]-1H-benzimidazole ClC1=CC(=C(C=C1)C1(OC2=C(O1)C=CC=C2C2CCN(CC2)CC2=NC1=C(N2CC(=O)N(C)C)C=CC=C1)C)F